N-{(5R)-8-Chloro-1-[trans-4-(pyridin-2-yloxy)cyclohexyl]-5,6-dihydro-4H-[1,2,4]triazolo[4,3-a][1]benzazepin-5-yl}-2,2,2-trifluoroacetamid ClC=1C=CC2=C(C[C@H](CC=3N2C(=NN3)[C@@H]3CC[C@H](CC3)OC3=NC=CC=C3)NC(C(F)(F)F)=O)C1